(±)-(2Z,4E)-methyl 5-(1-hydroxy-2,6,6-trimethyl-4-oxocyclohex-2-en-1-yl)-3-methylpenta-2,4-dienoate O[C@]1(C(=CC(CC1(C)C)=O)C)/C=C/C(=C\C(=O)OC)/C |r|